(5-(1-(3,4-Difluoro-2-methylphenyl)-4-oxo-6-(trifluoromethyl)-1,4-dihydropyrido[3,4-d]pyrimidin-3(2H)-yl)-6-methyl-2-oxopyridin-1(2H)-yl)methyl dihydrogen phosphate P(=O)(OCN1C(C=CC(=C1C)N1CN(C2=C(C1=O)C=C(N=C2)C(F)(F)F)C2=C(C(=C(C=C2)F)F)C)=O)(O)O